6-((5-Chloro-3-(2,2-difluoroethoxy)pyridin-2-yl)oxy)-4-fluoro-1-methyl-1H-benzo[d]imidazole-2-carboxylic acid ClC=1C=C(C(=NC1)OC=1C=C(C2=C(N(C(=N2)C(=O)O)C)C1)F)OCC(F)F